C(C)(C)(C)NC=1C(C(C1NCC1=CC(=C(C=C1)C1=NOC(=N1)C(F)(F)F)F)=O)=O 3-(tert-butylamino)-4-((3-fluoro-4-(5-(trifluoromethyl)-1,2,4-oxadiazol-3-yl)benzyl)amino)cyclobut-3-ene-1,2-dione